NC[C@@H](CCNC(OC(C)(C)C)=O)C tert-butyl [(3R)-4-amino-3-methylbutyl]carbamate